C1(=CC=CC=C1)C(CC1=CC=C(C=C1)C)N 1-phenyl-2-p-methylphenyl-ethylamine